N1CC(C1)C1=CC=2N(C=C1)C(=CN2)C2=CC(=C(C(=O)NC1CC1)C(=C2)OC)OC(F)F 4-[7-(azetidin-3-yl)imidazo[1,2-a]pyridin-3-yl]-N-cyclopropyl-2-(difluoromethoxy)-6-methoxy-benzamide